ClC=1C=CC(N(C1)C(CN1CC(C1)(F)F)C1=CN=C(S1)NC(OC(C)(C)C)=O)=C=O tert-butyl (5-(1-(5-chloro-2-carbonylpyridin-1(2H)-yl)-2-(3,3-difluoroazetidine-1-yl)ethyl)thiazol-2-yl)carbamate